ClC1=CC(=C(OC=2N=CC(=NC2)C2CN(C2)C(=O)N2CCOCC2)C=C1)F [3-[5-(4-Chloro-2-fluoro-phenoxy)pyrazin-2-yl]azetidin-1-yl]-morpholinomethanone